FC(C)(F)C1=NC(=CC(=N1)NC1=CC(=NC=C1OCC1=CC=CC=C1)NC(C)=O)C N-(4-((2-(1,1-difluoroethyl)-6-methylpyrimidin-4-yl)amino)-5-phenylmethoxypyridin-2-yl)acetamide